C(C1=CC=CC=C1)OC(=O)NC1=C(C=C(C=C1)S(=O)(=O)C=1C=C(C=CC1)B(O)O)F 3-(4-{[(Benzyloxy)carbonyl]amino}-3-fluorobenzenesulfonyl)phenylboronic acid